(1R,3S)-3-(3-(2-(3-hydroxy-2-(iminomethyl)-5-methoxyphenoxy)acetamido)-1H-pyrazol-5-yl)cyclopentyl isopropylcarbamate C(C)(C)NC(O[C@H]1C[C@H](CC1)C1=CC(=NN1)NC(COC1=C(C(=CC(=C1)OC)O)C=N)=O)=O